ClC1=C(C=C2C=C(N=CC2=C1)NC(=O)[C@H]1[C@H](C1)C1CCOCC1)C1CCN(CC1)[C@]1(COC[C@H]1O)C (1R,2R)-N-(7-chloro-6-(1-((3S,4S)-4-hydroxy-3-methyltetrahydrofuran-3-yl)piperidin-4-yl)isoquinolin-3-yl)-2-(tetrahydro-2H-pyran-4-yl)cyclopropane-1-carboxamide